FC(C1=NN=C2N1CCN(C2)C2=CC=C(C=N2)CN)F (6-(3-(difluoromethyl)-5,6-dihydro-[1,2,4]triazolo[4,3-a]pyrazin-7(8H)-yl)pyridin-3-yl)methanamine